2-(4-(Morpholinylmethyl)phenyl)thiazole-4-carboxylic acid ethyl ester C(C)OC(=O)C=1N=C(SC1)C1=CC=C(C=C1)CN1CCOCC1